(N-[6-trifluoromethyl-(1H-benzotriazol-1-yl)-(dimethylamino)methylene])N-Methylmethylammonium hexafluorophosphate F[P-](F)(F)(F)(F)F.FC(C=1C=CC2=C(N(N=N2)C(=[N+](C)C)N(C)C)C1)(F)F